5-(5-((1S,2R)-[1,1'-bi(cyclopropane)]-2-yl)-6-methoxypyridazin-3-yl)pyrimidine-2,4(1H,3H)-dione [C@@H]1([C@@H](C1)C=1C=C(N=NC1OC)C=1C(NC(NC1)=O)=O)C1CC1